C(C)(C)(C)OC(=O)N1CCN(CC1)C1CCN(CC1)C1=C(C=C(C(=C1)OC1CC1)N)CC 4-(1-(4-amino-5-cyclopropyloxy-2-ethylphenyl)piperidin-4-yl)piperazine-1-carboxylic acid tert-butyl ester